2-Fluoro-N-(2-(3-hydroxy-3-methylbutyl)-5-(2-hydroxypropan-2-yl)-1-methyl-1H-benzo[d]imidazole-6-yl)-3-methylbenzamide FC1=C(C(=O)NC=2C(=CC3=C(N(C(=N3)CCC(C)(C)O)C)C2)C(C)(C)O)C=CC=C1C